CN1C(CC(CC1(C)C)OC(CCCCCCCCCCCCCCCCC)=O)(C)C 1,2,2,6,6-pentamethyl-4-piperidyloctadecanoate